C(C)C(COC(\C(\C)=C/C(=O)OCC(CCCC)CC)=O)CCCC.C(C)(C)C(C(=O)OCC(C)C)C(C(=O)OCC(C)C)C(C)C diisobutyl 2,3-diisopropylsuccinate bis(2-ethylhexyl)citraconate